COC1=C2CC(CN(C2=CC=C1)C1=CC=C(C=C1)C(F)(F)F)NC(C=C)=O N-(5-methoxy-1-(4-(trifluoromethyl)phenyl)-1,2,3,4-tetrahydroquinolin-3-yl)acrylamide